C(C)NC=1C=C(C=C2C3=C(NC12)N=CC(=C3N3N=C(C=C3)C(F)(F)F)C=3C=NC(=NC3)OC)F N-Ethyl-6-fluoro-3-(2-methoxypyrimidin-5-yl)-4-[3-(trifluoromethyl)pyrazol-1-yl]-9H-pyrido[2,3-b]indol-8-amine